ClC1=NC2=CC=C(C=C2C(N1CC=1C(=NOC1C1CC1)C)=O)S(=O)(=O)NC1(CC1)C 2-chloro-3-[(5-cyclopropyl-3-methyl-4-isoxazolyl)methyl]-6-(1-methylcyclopropylaminosulfonyl)-3,4-dihydro-4-quinazolinone